Bis(4-amino-cyclohexyl)methan NC1CCC(CC1)CC1CCC(CC1)N